ClC1=C(C(=NN1C1=CC=CC=C1)C)C(=O)NC(C1=CC=CC2=CC=CC=C12)C=1SC(=C(N1)C)C 5-chloro-N-((4,5-dimethylthiazol-2-yl)(naphthalen-1-yl)methyl)-3-methyl-1-phenyl-1H-pyrazole-4-carboxamide